OC[C@@H](C)NC(=O)C1=CC=C2C(=CC(=NC2=C1)C1=CC=C(C=C1)C(F)(F)F)C(C)C (R)-N-(1-hydroxypropan-2-yl)-4-isopropyl-2-(4-(trifluoromethyl)phenyl)quinoline-7-carboxamide